4-Methyl-pentanoic acid (2,4-dimethyl-6-morpholin-4-yl-pyridin-3-yl)-amide CC1=NC(=CC(=C1NC(CCC(C)C)=O)C)N1CCOCC1